FC1=C(C=CC=C1)NC(COC)=O N-(2-fluorophenyl)-2-methoxyacetamide